5h-2,3-Benzodiazepine C1=NN=CCC2=C1C=CC=C2